FC(C1=CC=CC=2N1N=C(N2)N)(F)F 5-(trifluoromethyl)-[1,2,4]triazolo[1,5-a]pyridin-2-amine